N-(1-(2-chloro-5-cyanophenyl)-3-methyl-1H-pyrazol-5-yl)pyrazolo[1,5-a]pyrimidine-3-carboxamide ClC1=C(C=C(C=C1)C#N)N1N=C(C=C1NC(=O)C=1C=NN2C1N=CC=C2)C